1-(3-bromo-5-fluorophenyl)-3-(3,5-difluorophenyl)urea BrC=1C=C(C=C(C1)F)NC(=O)NC1=CC(=CC(=C1)F)F